2-(1-methyl-1H-pyrrole-2-yl)-2H-tetrazole-5-formamide CN1C(=CC=C1)N1N=C(N=N1)C(=O)N